[4-(hydroxymethyl)cyclohexyl]methanone OCC1CCC(CC1)C=O